6-methoxy-1H-pyrazolo[4,3-c]quinoline COC1=CC=CC=2C3=C(C=NC12)C=NN3